OCCN1N=CC(=C1)C=1C=C2C=CN=CC2=CC1 6-(1-(2-hydroxyethyl)-1H-pyrazol-4-yl)isoquinolin